C(C)(C)N1C(NC2=C(C1=O)N=CC(=C2)CN2CCN(CC2)C=2C(=NC=CC2)C(=O)NC)=O (4-((3-isopropyl-2,4-dioxo-1,2,3,4-tetrahydropyrido[3,2-d]pyrimidin-7-yl)methyl)piperazin-1-yl)-N-methylpyridinecarboxamide